N-(6-(((tert-butyldimethylsilyl)oxy)methyl)pyridin-2-yl)-2,2-difluoro-2-(4-fluorophenoxy)acetamide [Si](C)(C)(C(C)(C)C)OCC1=CC=CC(=N1)NC(C(OC1=CC=C(C=C1)F)(F)F)=O